CC1=CC=C(C=C1)S(=O)(=O)OC[C@H]1OCCC1 (S)-(Tetrahydrofuran-2-yl)methyl 4-methylbenzenesulfonate